C(#N)C1=CC=C(C=C1)C1=CC=C2C(=N1)SC(=N2)NC(C2=CN=C(C=C2C2=C(C=CC(=C2)OC)OC)C)=O N-(5-(4-cyanophenyl)thiazolo[5,4-b]pyridin-2-yl)-4-(2,5-dimethoxyphenyl)-6-methylnicotinamide